FC=1C=C(C=C(C1)F)C(CC(=O)O)C 3-(3,5-difluorophenyl)butanoic acid